4-[(1,1'-Biphenyl)-4-yl]-3-{[dimethyl(phenyl)silyl]methyl}-N-(quinolin-8-yl)butanamide C1(=CC=C(C=C1)CC(CC(=O)NC=1C=CC=C2C=CC=NC12)C[Si](C1=CC=CC=C1)(C)C)C1=CC=CC=C1